ClC1=C(C=CC(=C1)F)C(=O)N1CC2CCC(C1)N2C2=C(C=CC=C2)OC (2-chloro-4-fluoro-phenyl)-[8-(2-methoxyphenyl)-3,8-diazabicyclo[3.2.1]octan-3-yl]methanone